N[C@@H]1C(N(C2=C(C(C1)(F)F)C=C(C(=C2)C=2OC(=NN2)N2CCC(CC2)(F)F)F)CC2=CC=C(C=C2)C2=NOC(=N2)C(F)(F)F)=O (3S)-3-amino-8-[5-(4,4-difluoro-1-piperidyl)-1,3,4-oxadiazol-2-yl]-5,5,7-trifluoro-1-[[4-[5-(trifluoromethyl)-1,2,4-oxadiazol-3-yl]phenyl]methyl]-3,4-dihydro-1-benzazepin-2-one